5-benzyl-N-(2,4-dimethyl-5-oxo-5,6,7,8-tetrahydro-4H-pyrazolo[1,5-a][1,3]diazepin-6-yl)-4H-1,2,4-triazole-3-carboxamide C(C1=CC=CC=C1)C=1NC(=NN1)C(=O)NC1C(N(C=2N(CC1)N=C(C2)C)C)=O